C[C@@H]1CN(C[C@H](N1)C)C(=O)C1=C(C=C(C=C1)OC)F ((3R,5R)-3,5-dimethylpiperazin-1-yl)(2-fluoro-4-methoxyphenyl)methanone